(4-Methoxypyridin-3-yl)boronic acid COC1=C(C=NC=C1)B(O)O